C(C=C)OCC1=CC=C(O1)C=O 5-((allyloxy)methyl)furan-2-carbaldehyde